butyl-1-(5-hydroxypentyl)piperidin-1-ium C(CCC)[N+]1(CCCCC1)CCCCCO